FC1=C(COC2=CC=3C[C@@H]4[C@H](C3C=C2)[C@H]4C(=O)O)C=C(C=C1)C=1C(=NC(=CC1)N1CC(C1)S(=O)(=O)C)C (1S,1aS,6aR)-4-((2-fluoro-5-(2-methyl-6-(3-(methylsulfonyl)azetidin-1-yl)pyridin-3-yl)benzyl)oxy)-1,1a,6,6a-tetrahydrocyclopropa[a]indene-1-carboxylic acid